N-{4-[1-(2-ethylphenyl)-1H-[1,2,3]triazol-4-yl]phenyl}acetamide C(C)C1=C(C=CC=C1)N1N=NC(=C1)C1=CC=C(C=C1)NC(C)=O